N-((1S,3R)-3-Aminocyclopentyl)-5-(2-methyl-4-phenoxyphenyl)-4-oxo-4,5-dihydro-3H-1-thia-3,5,8-triazaacenaphthylene-2-carboxamide N[C@H]1C[C@H](CC1)NC(=O)C=1SC=2N=CC=C3N(C(NC1C23)=O)C2=C(C=C(C=C2)OC2=CC=CC=C2)C